OC1=C(C(=O)O)C=C(C(=C1)C(C)C1=CC=C(C=C1)O)O 2,5-dihydroxy-4-(1-(4-hydroxyphenyl)ethyl)benzoic acid